FC(C(=O)O)(F)F.NC=1C=2N(C=C(N1)C(=O)NC(C)C)C(=CN2)C=2C=C1CN(C(C1=C(C2)S(=O)(=O)C)=O)[C@@H](C)C2CC2 (S)-8-Amino-3-(2-(1-cyclopropylethyl)-7-(methylsulfonyl)-1-oxoisoindolin-5-yl)-N-isopropylimidazo[1,2-a]pyrazine-6-carboxamide trifluoroacetate salt